(2s,4s)-1-(tert-butoxycarbonyl)-4-(o-tolyl)pyrrolidine-2-carboxylic acid C(C)(C)(C)OC(=O)N1[C@@H](C[C@H](C1)C1=C(C=CC=C1)C)C(=O)O